N-(2,2-difluoroethyl)-5-(5-(2-methyl-5,6,7,8-tetrahydroimidazo[1,2-a]pyrazine-7-carbonyl)-1H-pyrrolo[2,3-b]pyridin-3-yl)pyrazolo[1,5-a]pyridine-3-carboxamide FC(CNC(=O)C=1C=NN2C1C=C(C=C2)C2=CNC1=NC=C(C=C12)C(=O)N1CC=2N(CC1)C=C(N2)C)F